CC=1N(C(=C2C(N(N=CC21)C2=CC=C(C=C2)N2CCOCC2)=O)C)C2=CC=CC=C2 5,7-dimethyl-2-(4-morpholinophenyl)-6-phenyl-2,6-dihydro-1H-pyrrolo[3,4-d]pyridazin-1-one